3-isopropyl-5-(2-(1-isopropylpiperidin-4-yl)pyridin-4-yl)-2-(2-methylpyridin-4-yl)-1H-indole C(C)(C)C1=C(NC2=CC=C(C=C12)C1=CC(=NC=C1)C1CCN(CC1)C(C)C)C1=CC(=NC=C1)C